ClC=1C=C(OC=2C=NNC2)C=C(C1)[N+](=O)[O-] 4-(3-chloro-5-nitrophenoxy)-1H-pyrazole